N1=C(N=CC=C1)N1N=CN=C1C(C)NC1=CN=NC2=C(C=C(C=C12)C(F)(F)F)C(F)(F)F N-[1-(2-pyrimidin-2-yl-1,2,4-triazol-3-yl)ethyl]-6,8-bis(trifluoromethyl)cinnolin-4-amine